C(#N)C1(COC1)C1=CC=2N(C=C1)C(=CN2)C=2C=C(C(=NC2)C(=O)NCC(F)(F)F)OC 5-[7-(3-cyanooxetan-3-yl)imidazo[1,2-a]pyridin-3-yl]-3-methoxy-N-(2,2,2-trifluoroethyl)pyridine-2-carboxamide